C(#N)C1=CC=C(C=C1)[C@H]1CCCC=2N1C=NC2 |r| racemic-5-(p-cyanophenyl)-5,6,7,8-tetrahydroimidazo[1,5-a]pyridine